9,18-difluoro-3-sulfanyl-12-hydroxy-2,4,7,11,13,16-hexaoxa-3λ5,12λ5-diphosphatricyclo[13.2.1.06,10]octadecan-3,12-dion FC1COC2COP(OC3COC(COP(OC12)(=O)O)C3F)(=O)S